C(CC)OC(C1=C(C=C(C(=C1)OCCC)OC)NC(C#C)=O)=O.NC1CCC(CC1)C1=NN=C(S1)C=1C(=CC(=NC1)N1C=CC=2C1=NC=C(C2)C(C)=O)NC 1-(1-(5-(5-((1r,4r)-4-aminocyclohexyl)-1,3,4-thiadiazol-2-yl)-4-(methylamino)pyridin-2-yl)-1H-pyrrolo[2,3-b]Pyridin-5-yl)ethan-1-one propyl-4-methoxy-2-propiolamido-5-propoxybenzoate